C(CCCCCCCC)S(=O)(=O)OCCCCCCCCCCCCCCCCCC octadecyl nonyl-sulfonate